C1(=CCCCCCCCC1)C(=O)OCC(O)CO glyceryl monocyclodecenate